(1-methylcyclobutyl)-piperazin-1-yl-methanone hydrochloride salt Cl.CC1(CCC1)C(=O)N1CCNCC1